Cl.C=CCCOC(=O)NC=1C=C2C(=CNC2=CC1)C=1CCN(CC1)C(C)C 5-(1-buten-4-yloxy)carbonylamino-3-(1-isopropyl-1,2,3,6-tetrahydropyridin-4-yl)-1H-indole hydrochloride